tert-Butyl (1-azido-21-oxo-3,6,9,12,15,18-hexaoxa-22-azatetracosan-24-yl)carbamate N(=[N+]=[N-])CCOCCOCCOCCOCCOCCOCCC(NCCNC(OC(C)(C)C)=O)=O